(E)-1-(3-neopentyloxy-4-methoxystyryl)-2,6-dimethylpyridin-4(1H)-one C(C(C)(C)C)OC=1C=C(/C=C/N2C(=CC(C=C2C)=O)C)C=CC1OC